2-(2-(8-(2-(4-(tert-butoxycarbonyl)piperazin-1-yl)ethoxy)naphthalen-2-yl)thiazol-4-yl)acetic acid C(C)(C)(C)OC(=O)N1CCN(CC1)CCOC=1C=CC=C2C=CC(=CC12)C=1SC=C(N1)CC(=O)O